(S)-2-(2-(3-(ethoxymethyl)-1-(1-(6-methylpyridin-3-yl)cyclopentyl)pyrrolidin-3-yl)ethyl)-5-fluoropyridine C(C)OC[C@@]1(CN(CC1)C1(CCCC1)C=1C=NC(=CC1)C)CCC1=NC=C(C=C1)F